(S)-1-hydroxypropan-2-yl hydrogen ((S)-3-hydroxy-2-(5-(4-methoxy-3-propoxyphenyl) pyridin-3-yl) propyl) borate B(O[C@H](CO)C)(O)OC[C@H](CO)C=1C=NC=C(C1)C1=CC(=C(C=C1)OC)OCCC